S1C(=CC=C1)CC=1NC(=NN1)C=1C=C(OC=2C=C3C=CNC3=CC2)C=CC1 5-(3-(5-(thiophen-2-ylmethyl)-4H-1,2,4-triazol-3-yl)phenoxy)-1H-indole